CC=1C=C(C(O)=CC1)O L-4-methyl-catechol